CN1N=C2N=C(C(=CC2=C1)N1N=C(C(=C1C)C(C)C)C=1C2=CN(N=C2C=CC1)C[C@](O)([2H])C1=CC=CC=C1)C (1S)-2-[4-(1-{2,6-dimethyl-2H-pyrazolo[3,4-b]pyridin-5-yl}-5-methyl-4-(propan-2-yl)-1H-pyrazol-3-yl)-2H-indazol-2-yl]-1-phenyl(1-2H)ethan-1-ol